glycerol triisobutyrate C(C(C)C)(=O)OCC(OC(C(C)C)=O)COC(C(C)C)=O